6-chloro-N-{3-[2-(4-chloro-3-fluorophenoxy)acetamido]bicyclo[1.1.1]pentan-1-yl}-4-[(2,2,2-trifluoroethyl)amino]-3,4-dihydro-2H-1-benzopyran-2-carboxamide ClC=1C=CC2=C(C(CC(O2)C(=O)NC23CC(C2)(C3)NC(COC3=CC(=C(C=C3)Cl)F)=O)NCC(F)(F)F)C1